IC=1SC=2N=C(N=C(C2N1)N1[C@@H](COCC1)C)N1[C@H](COCC1)C (R)-4-(2-iodo-5-((S)-3-methylmorpholino)thiazolo[5,4-d]pyrimidin-7-yl)-3-methylmorpholine